4-((4-(2-Methoxyethyl)pyridin-3-yl)amino)-N-(4-(4-methylpiperazin-1-yl)phenyl)-2-oxo-1,2-dihydropyridine-3-carboxamide COCCC1=C(C=NC=C1)NC1=C(C(NC=C1)=O)C(=O)NC1=CC=C(C=C1)N1CCN(CC1)C